NC=1C=C(C(=C2CCC(C(C12)=O)CCO)C)F 8-Amino-6-fluoro-2-(2-hydroxyethyl)-5-methyl-3,4-dihydronaphthalen-1(2H)-one